1,1,1,3,3,3-hexafluoropropan-2-yl 1-(2-chloro-3-(pyrrolidin-1-yl) benzyl)-1,8-diazaspiro[4.5]decane-8-carboxylate ClC1=C(CN2CCCC23CCN(CC3)C(=O)OC(C(F)(F)F)C(F)(F)F)C=CC=C1N1CCCC1